N-(4-{(1S)-1-[(R)-(4-chlorophenyl)(7-fluoro-5-methyl-1H-indol-3-yl)methyl]butyl}benzoyl)-β-alanine ClC1=CC=C(C=C1)[C@@H]([C@H](CCC)C1=CC=C(C(=O)NCCC(=O)O)C=C1)C1=CNC2=C(C=C(C=C12)C)F